(R)-tert-Butyl 4-(2-(2-ethyl-4-((1-methoxy-2-methyl-1-oxopropan-2-yl)amino)phenoxy)ethyl)-2-methylpiperazine-1-carboxylate C(C)C1=C(OCCN2C[C@H](N(CC2)C(=O)OC(C)(C)C)C)C=CC(=C1)NC(C(=O)OC)(C)C